CC1=CC=2N(N=C1N1CC=3C=C(C=NC3CC1)NC=1C=C(C#N)C=CC1)C(C=CN2)=O 3-((6-(8-methyl-4-oxo-4H-pyrimido[1,2-b]pyridazin-7-yl)-5,6,7,8-tetrahydro-1,6-naphthyridin-3-yl)amino)benzonitrile